C(C(C)C)[Al](CCCCCCC=C)CCCCCCC=C isobutyl-di(oct-7-en-1-yl)-aluminum